1-(4-(4-((2-fluoro-4-((2-(phenylamino)pyridin-4-yl)oxy)phenyl)amino)-7H-pyrrolo[2,3-d]pyrimidin-5-yl)piperidin-1-yl)prop-2-en-1-one FC1=C(C=CC(=C1)OC1=CC(=NC=C1)NC1=CC=CC=C1)NC=1C2=C(N=CN1)NC=C2C2CCN(CC2)C(C=C)=O